(R)-2-((4-(3-(2,4-dioxotetrahydropyrimidin-1(2H)-yl)imidazo[3,2-a]pyridin-7-yl)piperazin-1-yl)methyl)morpholine O=C1N(CCC(N1)=O)C1=CN=C2N1C=CC(=C2)N2CCN(CC2)C[C@H]2CNCCO2